OC1=C(C=CC(=C1)O)C1=NC(=NC(=N1)C1=C(C=C(C=C1)O)O)C1=CC=C(C=C1)OC 4,6-bis(2',4'-dihydroxyphenyl)-2-(4'-methoxyphenyl)-1,3,5-triazine